C(C)(C)(C)OC(=O)N1C=C(C2=CC=CC=C12)CC(C(=O)OC(C)C)NC(=O)OC(C)(C)C 3-(2-((tert-butoxycarbonyl)amino)-3-isopropoxy-3-oxopropyl)-1H-indole-1-carboxylic acid tert-butyl ester